OCCC=1C=CC(=NC1)NC([O-])=O [5-(2-hydroxyethyl)-2-pyridyl]carbamate